NC1=NC=2C=CC(=CC2C2=C1C=NN2C)C(=O)N(N(C)CC2CC2)CC2=NC=C(C=C2)C(F)(F)F 4-amino-N'-(cyclopropylmethyl)-N',1-dimethyl-N-((5-(trifluoromethyl)pyridin-2-yl)methyl)-1H-pyrazolo[4,3-c]quinoline-8-carbohydrazide